ClC1=CC=CC(=N1)C(C)N1C(C=2N([C@@H](C1)C(=O)O)N=C1C2CN([C@@H](C1)C)C(C1=CC(=C(C=C1)Cl)Cl)=O)=O (3r,7s)-9-(1-(6-chloropyridin-2-yl)ethyl)-2-(3,4-dichlorobenzoyl)-3-methyl-10-oxo-1,2,3,4,7,8,9,10-octahydropyrido[4',3':3,4]Pyrazolo[1,5-a]Pyrazine-7-carboxylic acid